CN1C=C(N=CC1=O)C(=O)O 4-methyl-5-oxopyrazine-2-carboxylic acid